phenylalanine, azide N[C@@H](CC1=CC=CC=C1)C(=O)N=[N+]=[N-]